(4-((tert-Butyldimethylsilyl)oxy)cyclohexane-1,1-diyl)bis(methylene) bis(4-methylbenzenesulfonate) CC1=CC=C(C=C1)S(=O)(=O)OCC1(CCC(CC1)O[Si](C)(C)C(C)(C)C)COS(=O)(=O)C1=CC=C(C=C1)C